4-bromo-5-methylpyridin-2(1H)-one BrC1=CC(NC=C1C)=O